1-(3-methoxyphenyl)-N-(2,3,6-trifluoro-4-(2-(((3S,5S)-5-fluoropiperidin-3-yl)amino)-8-isopropyl-7-oxo-7,8-dihydropyrido[2,3-d]pyrimidin-6-yl)phenyl)methanesulfonamide hydrochloride Cl.COC=1C=C(C=CC1)CS(=O)(=O)NC1=C(C(=C(C=C1F)C1=CC2=C(N=C(N=C2)N[C@@H]2CNC[C@H](C2)F)N(C1=O)C(C)C)F)F